ClC1=CC=C(C=C1)C(NC(=O)C=1C(NC(=CC1)C(F)(F)F)=O)C1=CC=C(C=C1)Cl N-(bis(4-chlorophenyl)methyl)-2-oxo-6-(trifluoromethyl)-1,2-dihydropyridine-3-carboxamide